C(C)O/C=C/B1OC(C(O1)(C)C)(C)C 2-[(E)-2-ethoxyvinyl]-4,4,5,5-tetramethyl-1,3,2-dioxaborolane